4-amino-4-chloro-N-(1-methyl-1H-pyrazol-4-yl)-5-(trifluoromethyl)pyrimidin-2-amine NC1(NC(=NC=C1C(F)(F)F)NC=1C=NN(C1)C)Cl